1-allyl-3-vinylimidazole chlorine salt [Cl].C(C=C)N1CN(C=C1)C=C